N,N-dibenzyl-2-(((1r,4r)-4-(2-(vinyloxy)ethoxy)cyclohexyl)oxy)ethane-1-amine C(C1=CC=CC=C1)N(CCOC1CCC(CC1)OCCOC=C)CC1=CC=CC=C1